1-piperazinepropanesulfonic acid N1(CCNCC1)CCCS(=O)(=O)O